ClC1=C(C=CC(=C1)[N+](=O)[O-])CCSCNC(=O)CNC(OC(C)(C)C)=O tert-butyl N-[[([[2-(2-chloro-4-nitrophenyl)ethyl]sulfanyl]-methyl)carbamoyl]methyl]carbamate